C1(CC1)(COC1=C(C2=C(SC(=C2)C(C[C@@H](C(=O)O)C)=O)C=C1OC)F)COC1=C(C2=C(SC(=C2)C(C[C@@H](C(=O)O)C)=O)C=C1OC)F (2S,2'S)-4,4'-(((cyclopropane-1,1-diylbis-(methylene))bis(oxy))bis(4-fluoro-6-methoxybenzo[b]thiophene-5,2-diyl))bis(2-methyl-4-oxobutanoic acid)